ethaneamine 2HCl salt Cl.Cl.C(C)N